C1(CC1)NC(C(C(CC1C(NCC1)=O)NC(C(CC(C)C)NC(OC(C(F)(F)C1=CC(=CC=C1)Cl)C1=CC=CC=C1)=O)=O)=O)=O 2-(3-chlorophenyl)-2,2-difluoro-1-phenylethyl (1-((4-(cyclopropylamino)-3,4-dioxo-1-(2-oxopyrrolidin-3-yl)butan-2-yl)amino)-4-methyl-1-oxopentan-2-yl)carbamate